NN1C(=C(C(=C1)C1=NN(C=C1)C(C)C)C1=CC=CC=C1)C(=O)[O-] 1-amino-4-(1-isopropyl-1H-pyrazol-3-yl)-3-phenyl-1H-pyrrole-2-carboxylate